[Ba].CS(=O)CCC(=O)O 3-(methylsulfinyl)propionic acid barium